N-(3-(5-(3-chloropyridin-4-yl)-1H-pyrazolo[3,4-b]pyridine-3-carbonyl)-2,6-difluorophenyl)propane-1-sulfonamide ClC=1C=NC=CC1C=1C=C2C(=NC1)NN=C2C(=O)C=2C(=C(C(=CC2)F)NS(=O)(=O)CCC)F